C(C)N[C@@H]1CC[C@H](CC1)C1(OC=2C(=C(C=3CCN(C(C3C2C)=O)CC=2C(NC(=CC2OC)C)=O)C)O1)C 2-(trans-4-(ethylamino)cyclohexyl)-6-((4-methoxy-6-methyl-2-oxo-1,2-dihydropyridin-3-yl)methyl)-2,4,9-trimethyl-7,8-dihydro-[1,3]dioxolo[4,5-g]isoquinolin-5(6H)-one